methyl (e)-5-((hydroxyimino)methyl)-2-methoxynicotinate O\N=C\C=1C=NC(=C(C(=O)OC)C1)OC